N-[(4-cyclopropanesulfonamidopyridin-2-yl)methyl]-6-(6-ethoxypyrazin-2-yl)-2-oxo-1H-pyridine-3-carboxamide C1(CC1)S(=O)(=O)NC1=CC(=NC=C1)CNC(=O)C=1C(NC(=CC1)C1=NC(=CN=C1)OCC)=O